FC(C(C(C(F)(F)F)(F)F)(F)F)(S(=O)(=O)OC=1CCCNCC1)F 5-[(1,1,2,2,3,3,4,4,4-nonafluorobutane-1-sulfonyl)oxy]-2,3,4,7-tetrahydro-1H-azepine